(S)-2-((4-(6-((2-Fluoro-4-((methoxyimino)methyl)benzyl)oxy)pyridin-2-yl)piperidin-1-yl)methyl)-4-methoxy-1-(oxetan-2-ylmethyl)-1H-benzo[d]imidazole-6-carboxylic acid FC1=C(COC2=CC=CC(=N2)C2CCN(CC2)CC2=NC3=C(N2C[C@H]2OCC2)C=C(C=C3OC)C(=O)O)C=CC(=C1)C=NOC